phenyl (2,2,2-trifluoroethyl)carbamate FC(CNC(OC1=CC=CC=C1)=O)(F)F